ClC1=CC2=C(N(C(=N2)C2=CC=CC=C2)C(=O)C2=CC=CC3=CC=CC=C23)C=C1 (5-chloro-2-phenyl-1H-benzo[d]imidazol-1-yl)(naphthalen-1-yl)methanone